tert-butyl {3-[(4S)-3,4-dihydro-2H-chromen-4-ylcarbamoyl]-4-(morpholin-4-yl)quinolin-8-yl}carbamate O1CC[C@@H](C2=CC=CC=C12)NC(=O)C=1C=NC2=C(C=CC=C2C1N1CCOCC1)NC(OC(C)(C)C)=O